6-(2-chlorobenzyl)-4-hydroxypyridazin-3(2H)-one ClC1=C(CC=2C=C(C(NN2)=O)O)C=CC=C1